(1R,4aR,4bR,10aR)-N-(3-chloro-4-(pyridin-2-ylmethoxy)phenyl)-7-isopropyl-1,4a-dimethyl-1,2,3,4,4a,4b,5,6,10,10a-decahydrophenanthrene-1-carboxamide ClC=1C=C(C=CC1OCC1=NC=CC=C1)NC(=O)[C@@]1(CCC[C@@]2([C@H]3CCC(=CC3=CC[C@@H]12)C(C)C)C)C